3-(Hexadecyloxy)-2,2-bis((hexadecyloxy)methyl)propyl 4-bromobutanoate BrCCCC(=O)OCC(COCCCCCCCCCCCCCCCC)(COCCCCCCCCCCCCCCCC)COCCCCCCCCCCCCCCCC